Cl.Cl.ClC=1C(=NC=CC1)N 3-chloropyridin-2-amine dihydrochloride